4-[[(6-chloro-3-isopropyl-[1,2,4]triazolo[4,3-b]pyridazin-8-yl)amino]methyl]phenol ClC=1C=C(C=2N(N1)C(=NN2)C(C)C)NCC2=CC=C(C=C2)O